1-({[(1R)-1-(2-{6-Cyclopropyl-4-[4-fluoro-2-(4-methyl-1,2,4-triazol-3-yl)phenyl]pyridin-2-yl}-7-fluoro-1,3-benzoxazol-5-yl)ethyl]amino}methyl)cyclobutan-1-ol C1(CC1)C1=CC(=CC(=N1)C=1OC2=C(N1)C=C(C=C2F)[C@@H](C)NCC2(CCC2)O)C2=C(C=C(C=C2)F)C2=NN=CN2C